C(N)(=O)C=1C(=NNC1NC=1N=CC(=NC1)OCCCCC(=O)O)C1=CC(=C(C=C1)NS(=O)(=O)CC)OCC1=CC=C(C=C1)F 5-({5-[(4-carbamoyl-3-{4-ethanesulfonamido-3-[(4-fluorophenyl)methoxy]phenyl}-1H-pyrazol-5-yl)amino]pyrazin-2-yl}oxy)pentanoic acid